O1C(=CC=C1)[C@@H](C)O |r| DL-1-(2-furyl)ethanol